NC1=CC=C(C(=N1)C)CNC(=O)[C@@H]1CCC=2N1C(C(=CN2)NCC2=CC(=CC(=C2)C)C)=O (S)-N-((6-AMINO-2-METHYLPYRIDIN-3-YL)METHYL)-3-((3,5-DIMETHYLBENZYL)AMINO)-4-OXO-4,6,7,8-TETRAHYDROPYRROLO[1,2-A]PYRIMIDINE-6-CARBOXAMIDE